methyl 3-(2-ethyl-4-(trifluoromethyl)pyridin-3-yl)-5-fluorobenzoate C(C)C1=NC=CC(=C1C=1C=C(C(=O)OC)C=C(C1)F)C(F)(F)F